BrC1=C(C=2CCCC2C=C1C1CC1)N 5-Bromo-6-cyclopropyl-2,3-dihydro-1H-inden-4-amine